(4-amino-1,3-dihydrofuro[3,4-c][1,7]naphthyridin-8-yl)((3S,5R)-3-(2-fluoro-4-(trifluoromethyl)phenyl)-5-methyl-4-morpholinyl)methanone NC1=NC=2C=NC(=CC2C2=C1COC2)C(=O)N2[C@H](COC[C@H]2C)C2=C(C=C(C=C2)C(F)(F)F)F